C(C)(C)(C)OC(=O)N1[C@H](CC[C@@H](C1)NC(COC1=CC(=C(C=C1)Cl)F)=O)C1=NOC(=N1)C1CC(C1)OC(F)(F)F (2R,5S)-5-[2-(4-chloro-3-fluorophenoxy)acetamido]-2-{5-[(1s,3s)-3-(trifluoromethoxy)cyclobutyl]-1,2,4-oxadiazol-3-yl}piperidine-1-carboxylic acid tert-butyl ester